FC(C(=O)O)(F)F.NC=1N=CC(=NC1N1N=CC=N1)C=1C=C(C=CC1C([2H])([2H])[2H])S(=O)(=O)NC12CC(C1)(C2)C#N 3-(5-Amino-6-(2H-1,2,3-triazol-2-yl)pyrazin-2-yl)-N-(3-cyanobicyclo[1.1.1]pentan-1-yl)-4-(methyl-d3)benzenesulfonamide Trifluoroacetate Salt